4,4,5,5-tetramethyl-2-(1-methyl-3-phenylbicyclo[1.1.1]pentan-2-yl)-1,3,2-dioxaborolane CC1(OB(OC1(C)C)C1C2(CC1(C2)C2=CC=CC=C2)C)C